ClC1=CC=C(CC2CC(=CCC2)C2=CC=CC=C2)C=C1 5-p-chlorobenzyl-3-phenylcyclohex-2-ene